(R)-N-((1r,4R)-4-methoxy-4-(trifluoromethyl)cyclohexyl)-4-(5-(6-methylpyrimidin-4-yl)-1H-pyrazole-3-carbonyl)-4-azaspiro[2.5]octane-7-carboxamide COC1(CCC(CC1)NC(=O)[C@@H]1CCN(C2(CC2)C1)C(=O)C1=NNC(=C1)C1=NC=NC(=C1)C)C(F)(F)F